N-chlorophenylmaleimide ClN1C(C(=CC1=O)C1=CC=CC=C1)=O